C(C)OC(=O)C=1CC(N(CC1)C(=O)OC(C)(C)C)NC(CC#N)=O (2-cyanoacetamido)-3,6-dihydropyridine-1,4(2H)-dicarboxylic acid 1-tert-butyl 4-ethyl ester